CC1=NN(C(=C1)C=1N=CN(C1)C)CC1COC1 3-methyl-5-(1-methyl-1H-imidazol-4-yl)-1-[(oxetan-3-yl)methyl]-1H-pyrazole